4b,5-dihydroxy-4-methoxy-7-phenyl-7a-(p-tolyl)-4b,6,7,7a-tetrahydro-5H-cyclopenta[4,5]furo[2,3-c]pyridine-6-carboxylic acid OC12C(OC=3C=NC=C(C31)OC)(C(C(C2O)C(=O)O)C2=CC=CC=C2)C2=CC=C(C=C2)C